(-)-p-bromophenylamine BrC1=CC=C(C=C1)N